[1,3]benzodioxol-8-one C[C@@H]1OC[C@@H]2[C@@H](O1)[C@@H]([C@H]([C@@H](O2)O[C@H]3[C@H]4COC(=O)[C@@H]4[C@@H](C5=CC6=C(C=C35)OCO6)C7=CC(=C(C(=C7)OC)O)OC)O)O